(2R,3S)-2-amino-3-(2-chloro-5-fluoro-4-nitrophenyl)-1-(4-methylpiperazin-1-yl)butan-1-one N[C@@H](C(=O)N1CCN(CC1)C)[C@@H](C)C1=C(C=C(C(=C1)F)[N+](=O)[O-])Cl